3-[2-(4-chloro-3-fluorophenoxy)acetamido]-N-[(4-methyl-1,3-thiazol-2-yl)methyl]bicyclo[1.1.1]pentane-1-carboxamide ClC1=C(C=C(OCC(=O)NC23CC(C2)(C3)C(=O)NCC=3SC=C(N3)C)C=C1)F